N'-(4-bromophenyl)-2,2-dimethyl-2H-chromene-6-carbohydrazide BrC1=CC=C(C=C1)NNC(=O)C=1C=C2C=CC(OC2=CC1)(C)C